6-(3-Bromo-7,8-dihydro-1,6-naphthyridin-6(5H)-yl)-5-methyl-N-(thiazol-5-ylmethyl)nicotinamide BrC=1C=NC=2CCN(CC2C1)C1=NC=C(C(=O)NCC2=CN=CS2)C=C1C